C(C1=CC=CC=C1)N1[C@@H]2CCN([C@@H]2C1)C(=O)OCCCC butyl (1R,5R)-6-benzyl-2,6-diazabicyclo[3.2.0]heptane-2-carboxylate